C(C)C1=NN(C2=NC(=NC(=C21)NCC2=C(C=CC=C2)F)C2=CC=C(C(=O)OC)C=C2)C methyl 4-(3-ethyl-4-((2-fluorobenzyl)amino)-1-methyl-1H-pyrazolo[3,4-d]pyrimidin-6-yl)benzoate